N-(2-methyl-4-(4-methylpiperazin-1-yl)benzyl)-4,9-dioxo-4,9-dihydrothiazolo[5,4-g]isoquinoline-2-carboxamide CC1=C(CNC(=O)C=2SC=3C(C=4C=CN=CC4C(C3N2)=O)=O)C=CC(=C1)N1CCN(CC1)C